1-(5-ethyl-6-((4-(4-(methylsulfonyl)thiophen-2-yl)-5-(trifluoromethyl)pyrimidin-2-yl)amino)isoindolin-2-yl)-2,2,2-trifluoroethan-1-one C(C)C=1C=C2CN(CC2=CC1NC1=NC=C(C(=N1)C=1SC=C(C1)S(=O)(=O)C)C(F)(F)F)C(C(F)(F)F)=O